N-((1r,4r)-4-Acetamidocyclohexyl)-4-(isopropylamino)-2-(thiazol-5-yl)thieno[2,3-b]pyridin-5-carboxamid C(C)(=O)NC1CCC(CC1)NC(=O)C=1C(=C2C(=NC1)SC(=C2)C2=CN=CS2)NC(C)C